(8R,9S,13S,14S,17R)-17-(2-hydroxyethyl)-13-methyl-7,8,9,11,12,13,14,15,16,17-decahydro-6H-cyclopenta[a]phenanthrene-3,17-diol OCC[C@@]1(CC[C@H]2[C@@H]3CCC=4C=C(C=CC4[C@H]3CC[C@]12C)O)O